F.CC(O)CN methylethanolamine hydrofluoride salt